NN(CCC(=O)O)C(=O)O aza-glutamic acid